tri-hexyl citrate C(CC(O)(C(=O)OCCCCCC)CC(=O)OCCCCCC)(=O)OCCCCCC